ClC=1C(=C(C=2N(N1)C(=C(N2)C)C(=O)OCC)C)C ethyl 6-chloro-2,7,8-trimethyl-imidazo[1,2-b]pyridazine-3-carboxylate